C1=CC=CC=2C3=CC=CC=C3C(C12)COC(=O)N[C@](C(=O)O)(C\C=N/C(=O)OC(C)(C)C)C (S,Z)-2-((((9H-fluoren-9-yl)methoxy)carbonyl)amino)-4-((tert-butoxycarbonyl)imino)-2-methylbutanoic acid